[C@H]12[C@H](C[C@H](C=C1)O2)NC(OC(C)(C)C)=O |r| rac-tert-butyl ((1R,2S,4R)-7-oxabicyclo[2.2.1]hept-5-en-2-yl)carbamate